C(#N)C1=C(C(=NC(=C1)C1=CC=CC=C1)C(CCC(=O)O)=O)O 4-(4-Cyano-3-hydroxy-6-phenyl-pyridin-2-yl)-4-oxo-butyric acid